FC(C(=O)N1CC2(CC1)CC(CC2)N2N=C(C1=NC=CC=C12)C1=CC=C(C=C1)C(F)(F)F)=C 2-fluoro-1-(7-(3-(4-(trifluoromethyl)phenyl)-1H-pyrazolo[4,3-b]pyridin-1-yl)-2-azaspiro[4.4]nonan-2-yl)prop-2-en-1-one